tert-butyl 3-(6-{8-cyano-2-methylimidazo[1,2-a]pyridin-6-yl}-4-methyl-1-oxoisoquinolin-2-yl)pyrrolidine-1-carboxylate C(#N)C=1C=2N(C=C(C1)C=1C=C3C(=CN(C(C3=CC1)=O)C1CN(CC1)C(=O)OC(C)(C)C)C)C=C(N2)C